Cl.FC1=CC=C(C=C1)NC(=O)C1(CC1)C(=O)NC1=CC(=C(C=C1)OC1=CC=NC2=CC(=CC=C12)C=1C=NC=CC1)F 1-N-(4-Fluorophenyl)-1-N'-[3-fluoro-4-(7-pyridin-3-ylquinolin-4-yl)oxyphenyl]cyclopropane-1,1-dicarboxamide hydrochloride